ClC=1C=CC(=C(C(=O)NC2=C(C=C(C=C2)[N+](=O)[O-])Cl)C1)NS(=O)(=O)C1=CC=CC=C1 5-chloro-N-(2-chloro-4-nitrophenyl)-2-(phenylsulfonamido)benzamide